(3R)-8-(4-acryloylpiperazin-1-yl)-l-1-(2,4-difluorophenyl)-3-methoxy-10-(trifluoromethyl)-3,4-dihydro-2H,6H-[1,4]thiazepino[2,3,4-ij]quinazolin-6-one C(C=C)(=O)N1CCN(CC1)C1=NC(N2C3=C(C=C(C=C13)C(F)(F)F)S(C[C@@H](C2)OC)C2=C(C=C(C=C2)F)F)=O